2-((3-(5-(3,5-difluorophenyl)-4,5-dihydro-1H-pyrazole-1-carbonyl)bicyclo[1.1.1]-pentan-1-yl)methyl)-2H-indazole-6-carbonitrile FC=1C=C(C=C(C1)F)C1CC=NN1C(=O)C12CC(C1)(C2)CN2N=C1C=C(C=CC1=C2)C#N